COC1=C(C=C2C(=NC=NC2=C1)NC=1C=C(C=CC1OC)C1=CC(=CC=C1)C=C)OC1CCN(CC1)C(C=C)=O 1-(4-((7-methoxy-4-((4-methoxy-3'-vinyl-[1,1'-biphenyl]-3-yl)amino)quinazolin-6-yl)oxy)piperidin-1-yl)prop-2-en-1-one